ClC=1C=C(C=C2C=C(NC12)C(=O)N[C@H](C(=O)N[C@@H](C[C@H]1C(NCC1)=O)C#N)CC1CC1)OC 7-chloro-N-[(1S)-2-[[(1S)-1-cyano-2-[(3S)-2-oxopyrrolidin-3-yl]ethyl]amino]-1-(cyclopropylmethyl)-2-oxo-ethyl]-5-methoxy-1H-indole-2-carboxamide